ClC1=CC=C(C(=O)[C@H]2[C@@](O[C@@H]([C@H]2O)CO)(N2C(=O)NC(=O)C(=C2)C=CBr)C(C2=CC=C(C=C2)Cl)=O)C=C1 bis(p-chlorobenzoyl)-5-(2-bromovinyl)-2'-deoxyuridine